(S)-1-(4-((4-((2-fluoro-4-((2-(2-methylmorpholino)pyridin-4-yl)oxy)phenyl)amino)-7-methoxyquinazolin-6-yl)amino)piperidin-1-yl)prop-2-en-1-one FC1=C(C=CC(=C1)OC1=CC(=NC=C1)N1C[C@@H](OCC1)C)NC1=NC=NC2=CC(=C(C=C12)NC1CCN(CC1)C(C=C)=O)OC